[Cl-].C(C=C)(=O)OCC[N+](C)(C)C (2-acryloxy-ethyl)-trimethylammonium chloride